CN1N=CC(=C1)C(=O)OC1=C2C(=CNC2=CC=C1)CCN(C)C 3-(2-(Dimethylamino)ethyl)-1H-indol-4-yl 1-methyl-1H-pyrazole-4-carboxylate